O1C(=CC=C1)CNC1=NC=C2NC=NC2=N1 furylmethylaminopurine